3-chloro-5-((1-((6-chloro-3-oxo-2,3-dihydropyridazin-4-yl)methyl)-6-oxo-4-(trifluoromethyl)-1,6-dihydropyrimidin-5-yl)oxy)benzonitrile ClC=1C=C(C#N)C=C(C1)OC1=C(N=CN(C1=O)CC=1C(NN=C(C1)Cl)=O)C(F)(F)F